(R,E)-N-(4-(3-((5-chloro-4-(1H-indol-3-yl)pyrimidin-2-yl)amino)pyrrolidin-1-yl)-2-methylquinazolin-7-yl)-4-(dimethylamino)but-2-enamide ClC=1C(=NC(=NC1)N[C@H]1CN(CC1)C1=NC(=NC2=CC(=CC=C12)NC(\C=C\CN(C)C)=O)C)C1=CNC2=CC=CC=C12